FC=1C=C(C=C(C1)F)N1C(OC(C1)(C)C(=O)N[C@H]1CC=C(C1)C(=O)OCC(C)C)=O 2-Methylpropyl (4S)-4-[[[3-(3,5-difluorophenyl)-5-methyl-2-oxo-5-oxazolidinyl]carbonyl]amino]-1-cyclopentene-1-carboxylate